FC(C1=CC=2C(=NN(N2)C2=C(C(=CC(=C2)C(C)(C)CC(C)(C)C)C(C)(C)CC(C)(C)C)O)C=C1)(F)F 5-trifluoromethyl-2-(2-hydroxy-3,5-di-tert-octylphenyl)-2H-benzotriazole